C1(CC1)N1CCN(CC1)C=1C=2N(C=C(C1)S(=O)(=O)NC1(COC1)C)C(=NC2)C=2SC(=NN2)C(F)F 8-(4-cyclopropylpiperazin-1-yl)-3-(5-(difluoromethyl)-1,3,4-thiadiazol-2-yl)-N-(3-methyloxetan-3-yl)imidazo[1,5-a]pyridine-6-sulfonamide